C(C)N(C(=O)C1=NN(C=N1)CC=1SC(=CC1)C1=NOC(=N1)C(F)(F)F)C N-ethyl-N-methyl-1-[[5-[5-(trifluoromethyl)-1,2,4-oxadiazol-3-yl]-2-thienyl]methyl]-1,2,4-triazole-3-carboxamide